O=C1NC(CCC1N1C(C2=CC=CC(=C2C1=O)NCCCN1CCN(CC1)C(=O)OC(C)(C)C)=O)=O tert-butyl 4-[3-[[2-(2,6-dioxo-3-piperidyl)-1,3-dioxo-isoindolin-4-yl]amino]propyl]piperazine-1-carboxylate